(rac)-tert-butyl 4-(2-tetrahydropyran-2-yl-3H-imidazo[4,5-b]pyridin-7-yl)piperidine-1-carboxylate O1[C@H](CCCC1)C1=NC=2C(=NC=CC2C2CCN(CC2)C(=O)OC(C)(C)C)N1 |r|